N-(4-amino-1H-pyrazolo[4,3-c]pyridin-7-yl)-2-oxo-2-[(2R,5S)-5-methyl-2-(2-methylindazol-5-yl)-1-piperidyl]acetamide NC1=NC=C(C2=C1C=NN2)NC(C(N2[C@H](CC[C@@H](C2)C)C2=CC1=CN(N=C1C=C2)C)=O)=O